cholest-6(5)-ene-3β,4α,25-triol CC(C)(CCC[C@@H](C)[C@H]1CC[C@H]2[C@@H]3CC=C4[C@@H]([C@H](CC[C@]4(C)[C@H]3CC[C@]12C)O)O)O